N-(6-((5-bromo-2-((2-methoxy-5-methyl-4-(9-methyl-3,9-diazaspiro[5.5]undecan-3-yl)phenyl)amino)pyrimidin-4-yl)amino)quinoxalin-5-yl)methanesulfonamide BrC=1C(=NC(=NC1)NC1=C(C=C(C(=C1)C)N1CCC2(CC1)CCN(CC2)C)OC)NC=2C(=C1N=CC=NC1=CC2)NS(=O)(=O)C